C(C)N(CCCNC(=O)OC(CCC(=O)O)CCCCCC)CC 4-(((3-(diethylamino)propyl)carbamoyl)oxy)decanoic acid